C(C)(C)(C)OC(=O)N1CCC(CC1)C1=CC=CC(=N1)OCC=1C(=C(C(=O)O)C=CC1)OC (((6-(1-(tert-butoxycarbonyl)piperidin-4-yl)pyridine-2-yl)oxy)methyl)-2-methoxybenzoic acid